5-methoxy-2-methyl-1-(1-propyl-1H-pyrazol-4-yl)-N-(4-sulfamoylphenyl)-1H-indole-3-carboxamide COC=1C=C2C(=C(N(C2=CC1)C=1C=NN(C1)CCC)C)C(=O)NC1=CC=C(C=C1)S(N)(=O)=O